menthyl 2-pyrrolidin-5-one-carboxylate N1C(CCC1=O)C(=O)OC1CC(CCC1C(C)C)C